(2-bromophenyl)(methyl)phosphinic acid ethyl ester C(C)OP(=O)(C)C1=C(C=CC=C1)Br